NC1CCC(CC1)NC1=NC2=CC=C(C=C2C=N1)C1=CC(=C(C=C1)NS(=O)(=O)C1=C(C=CC=C1)Cl)F N-(4-(2-(((1r,4r)-4-aminocyclohexyl)amino)quinazolin-6-yl)-2-fluorophenyl)-2-chlorobenzenesulfonamide